C(#N)CC1CC(C1)(C1=NN=CN1C)C=1C=C(C=CC1)NC(=O)C1=CC(=C2C(=N1)C(CN2)(C)C)C(C)NC2CCCCC2 N-(3-((1s,3s)-3-(cyanomethyl)-1-(4-methyl-4H-1,2,4-triazol-3-yl)cyclobutyl)phenyl)-7-(1-(cyclohexylamino)ethyl)-3,3-dimethyl-2,3-dihydro-1H-pyrrolo[3,2-b]pyridine-5-carboxamide